3-bromo-5-((2-(trimethylsilyl)ethoxy)methyl)-6,7,8,9-tetrahydrocyclohepta[b]indol-10(5H)-one BrC1=CC=C2C3=C(N(C2=C1)COCC[Si](C)(C)C)CCCCC3=O